di(pentadecan-7-yl) 3,3'-(((1-(2-(bis(2-hydroxyethyl)amino)ethyl)-1H-pyrazol-4-yl)methyl)azanediyl)dipropionate OCCN(CCN1N=CC(=C1)CN(CCC(=O)OC(CCCCCC)CCCCCCCC)CCC(=O)OC(CCCCCC)CCCCCCCC)CCO